CCC#CC#CCC 3,5-octadiyne